C(#N)C1=CN(C2=CC=C(C=C12)N1N=CC(=C1)C(=O)O)C=1C=C2C(=CN(C2=CC1)C(C)C)C#N 1-(3,3'-dicyano-1'-isopropyl-1'H-[1,5'-biindol]-5-yl)-1H-pyrazole-4-carboxylic acid